(4-nitrophenyl)-5-phenyl-2H-tetrazol-3-ium [N+](=O)([O-])C1=CC=C(C=C1)N1N=C(N=[NH+]1)C1=CC=CC=C1